3-nitro-4-(2-(piperidin-1-yl)ethoxy)benzamide [N+](=O)([O-])C=1C=C(C(=O)N)C=CC1OCCN1CCCCC1